NC(CO)CC1=C(C=C(C(=C1)OC)C(F)(F)F)OC 2-amino-3-(2,5-dimethoxy-4-(trifluoromethyl)phenyl)propan-1-ol